FC1=C(CN2C(C(=CC(=C2)C(=O)N[C@H]2[C@@H](C2)OC)C(=O)NC)=O)C=CC=C1 1-(2-fluorobenzyl)-N5-((1R,2R)-2-methoxycyclopropyl)-N3-methyl-2-oxo-1,2-dihydropyridine-3,5-dicarboxamide